lignoceric acid (lignocerate) C(CCCCCCCCCCCCCCCCCCCCCCC)(=O)O.C(CCCCCCCCCCCCCCCCCCCCCCC)(=O)O